2,2-bis(2-ethylhexyloxymethyl)-1,3-bis(2-ethylhexyloxy)propane C(C)C(COCC(COCC(CCCC)CC)(COCC(CCCC)CC)COCC(CCCC)CC)CCCC